N-((S)-(4,4-Difluorocyclohexyl)(5-((R)-1-(4,4,4-trifluorobutanamido)ethyl)-1H-benzo[d]imidazol-2-yl)methyl)-1-(2,2,2-trifluoroethyl)-1H-pyrazole-5-carboxamide FC1(CCC(CC1)[C@H](NC(=O)C1=CC=NN1CC(F)(F)F)C1=NC2=C(N1)C=CC(=C2)[C@@H](C)NC(CCC(F)(F)F)=O)F